tert-butyl (2R,5S)-5-((3-cyclopropylmorpholino) methyl)-2-methylpiperazine-1-carboxylate C1(CC1)C1COCCN1C[C@@H]1NC[C@H](N(C1)C(=O)OC(C)(C)C)C